[Au].[S].[As] arsenic sulfur gold